2-(5-bromothiophen-3-yl)-2-methyl-1,3-dioxolane BrC1=CC(=CS1)C1(OCCO1)C